C1(=CC=CC=C1)N1N=CC=C1N 1-phenyl-5-aminopyrazole